perfluorotris(m-trifluoromethylphenyl)benzene Triethyl-phosphat C(C)OP(=O)(OCC)OCC.FC1=C(C(=C(C(=C1F)F)C1=C(C(=C(C(=C1F)F)F)C(F)(F)F)F)C1=C(C(=C(C(=C1F)F)F)C(F)(F)F)F)C1=C(C(=C(C(=C1F)F)F)C(F)(F)F)F